COC1=C(C=C(C=C1)OC)NC(=O)N1CC(CC1)(C1=NC=CC=C1)C1=CC(=C(C=C1)C)F N-(2,5-dimethoxyphenyl)-3-(3-fluoro-4-methylphenyl)-3-(pyridin-2-yl)pyrrolidine-1-carboxamide